CC1=NC(=CC(=N1)NC1=NN2C(C=C(C=C2)C2=CC(=NC=C2O[C@H]2CN(S(CC2)(=O)=O)C)C)=C1)C (R)-N-(2,6-dimethylpyrimidin-4-yl)-5-[2-methyl-5-(2-methyl-1,1-dioxo-thiazinan-4-yl)oxy-4-pyridyl]pyrazolo[1,5-a]pyridin-2-amine